N1=CC=CC=2CCCCC3=C(C21)C=CC=C3 aza-dibenzocyclooctane